C(C)OP(C(CC(=O)OCC)=O)OCC ethyl 3-(diethoxyphosphino)-3-oxopropionate